2-(cyclopentylmethyl)-5-fluoro-7-(piperidin-4-ylmethoxy)quinazolin-4(3H)-one C1(CCCC1)CC1=NC2=CC(=CC(=C2C(N1)=O)F)OCC1CCNCC1